copper ethylacetate C(C)OC(C)=O.[Cu]